N-(6-chloro-5-(7-((4-hydroxyphenyl)amino)-1-methyl-2-oxo-1,2-dihydropyrimido[4,5-d]pyrimidin-3(4H)-yl)pyridin-3-yl)-3-(trifluoromethyl)benzamide ClC1=C(C=C(C=N1)NC(C1=CC(=CC=C1)C(F)(F)F)=O)N1C(N(C2=NC(=NC=C2C1)NC1=CC=C(C=C1)O)C)=O